sebacic acid, bis(2-hexyldecyl) ester C(CCCCCCCCC(=O)OCC(CCCCCCCC)CCCCCC)(=O)OCC(CCCCCCCC)CCCCCC